2-(12-chloro-9-oxo-5-thia-1,10,11-triazatricyclo[6.4.0.02,6]dodeca-2(6),3,7,11-tetraen-10-yl)acetic acid ClC1=NN(C(C2=CC=3SC=CC3N12)=O)CC(=O)O